NC1=NC=CC=C1C1=NC=2C(=NC(=CC2)C2=CC=CC=C2)N1C1=CC=C(C=C1)NC(=O)C1=CC=C(C(=O)O)C=C1 4-[[4-[2-(2-amino-3-pyridyl)-5-phenyl-imidazo[4,5-b]pyridin-3-yl]phenyl]carbamoyl]benzoic acid